NC1=C(C(N(C2=CC(=CC=C12)Cl)C1=CC=CC=C1)=O)[N+](=O)[O-] 4-amino-7-chloro-3-nitro-1-phenylquinolin-2(1H)-one